BrC=1C=C2C3=C(N(C2=C(C1)C=1C=NN(C1)CC1=NC=CC=C1)CC)C(=NC=C3)C 6-Bromo-9-ethyl-1-methyl-8-(1-pyridin-2-ylmethyl-1H-pyrazol-4-yl)-9H-pyrido[3,4-b]indole